BrC=1C=NN(C1)C(F)F 4-bromo-1-(difluoromethyl)-1H-pyrazole